C1(CC1)S(=O)(=O)N1N=CC(=C1)C1=NC=CC(=N1)NC1=NC=C(C(=C1)NC1CCC(CC1)O)C#CC1CN(CC1)C (1s,4s)-4-((2-((2-(1-(Cyclopropylsulfonyl)-1H-pyrazol-4-yl)pyrimidin-4-yl)amino)-5-((1-methylpyrrolidin-3-yl)ethynyl)pyridin-4-yl)amino)cyclohexan-1-ol